(2S,4R)-1-[2-(1H-1,3-benzodiazol-1-yl)acetyl]-N-[(S)-(5-cyclopropyl-6-fluoropyridin-2-yl)(phenyl)methyl]-4-fluoropyrrolidine-2-carboxamide N1(C=NC2=C1C=CC=C2)CC(=O)N2[C@@H](C[C@H](C2)F)C(=O)N[C@@H](C2=CC=CC=C2)C2=NC(=C(C=C2)C2CC2)F